1-oxa-4,6-diazaheptadecane-2,7-dione formate C(=O)O.OC(CNCNC(CCCCCCCCCC)=O)=O